N-(3-fluoro-4-(methylsulfonyl)phenyl)thiazol-2-amine FC=1C=C(C=CC1S(=O)(=O)C)NC=1SC=CN1